P(=O)(O)(O)OCC(C(=O)OP(=O)([O-])[O-])O 3-phosphoglyceroyl-phosphate